C1(CCC1)SC1=NC=CC=C1C1=CC=C(C=C1)C(CCCC(=O)O)(F)F 5-[4-(2-cyclobutylsulfanyl-pyridin-3-yl)-phenyl]-5,5-difluoro-pentanoic acid